(S)-4-amino-2-hydroxybutyric acid NCC[C@@H](C(=O)O)O